CC1=NC=NC=C1C=1C=C(C[N+]2=NOC(=C2)[N-]C(NC2=CC(=CC=C2)C(F)(F)F)=O)C=CC1 (3-(3-(4-methylpyrimidin-5-yl)benzyl)-1,2,3-oxadiazol-3-ium-5-yl)((3-(trifluoromethyl)phenyl)carbamoyl)amide